ClC=1C(=C(C=CC1)NC(=O)NC1=CC(=CC(=C1)F)F)CCO 1-[3-chloro-2-(2-hydroxyethyl)phenyl]-3-(3,5-difluorophenyl)urea